(1R,3S,5R)-2-(2-(4-amino-6-cyclopentyl-9H-pyrimido[4,5-b]indol-9-yl)acetyl)-N-(6-bromopyridin-2-yl)-5-methyl-2-azabicyclo[3.1.0]hexane-3-carboxamide NC1=NC=NC=2N(C3=CC=C(C=C3C21)C2CCCC2)CC(=O)N2[C@@H]1C[C@@]1(C[C@H]2C(=O)NC2=NC(=CC=C2)Br)C